BrCC(COC1=C(C=C(C=C1)N1N=CN(C1=O)CC1=C(C=CC=C1F)F)F)=O 2-(4-(3-bromo-2-oxopropoxy)-3-fluorophenyl)-4-(2,6-difluorobenzyl)-2,4-dihydro-3H-1,2,4-triazol-3-one